NC1=C2C=NNC2=CC(=C1)CC#N 2-(4-amino-1H-indazol-6-yl)acetonitrile